(1r,4r)-4-(3-bromoanilino)-2'-{3-[(thieno[3,2-B]pyridin-7-yl)oxy]propyl}spiro[cyclohexane-1,1'-indene]-4-carboxylic acid methyl ester COC(=O)C1(CCC2(C(=CC3=CC=CC=C23)CCCOC2=C3C(=NC=C2)C=CS3)CC1)NC1=CC(=CC=C1)Br